CC1=C(C(=CC(=C1)C)C)S(=O)(=O)N (S)-2,4,6-trimethylbenzenesulfonamide